(S)-Methyl 5-((2-((4-aminopentyl)oxy)ethyl)amino)benzo[c][2,6]naphthyridine-8-carboxylate N[C@H](CCCOCCNC1=NC2=C(C3=CN=CC=C13)C=CC(=C2)C(=O)OC)C